COC1=C(C=CC(=C1)S(=O)(=O)N1CCOCC1)NC1=CC(=C2C(=N1)NC=C2C#N)NCCOC 6-((2-methoxy-4-(morpholinosulfonyl)phenyl)amino)-4-((2-methoxyethyl)amino)-1H-pyrrolo[2,3-b]pyridine-3-carbonitrile